(S)-1-(2-(benzo[c][1,2,5]oxadiazol-5-ylmethoxy)-4-((2-chloro-[1,1'-biphenyl]-3-yl)methoxy)-5-nitrobenzyl)piperidine-2-carboxylic acid methyl ester hydrochloride Cl.COC(=O)[C@H]1N(CCCC1)CC1=C(C=C(C(=C1)[N+](=O)[O-])OCC=1C(=C(C=CC1)C1=CC=CC=C1)Cl)OCC1=CC=2C(=NON2)C=C1